OC1=C(C(=CC(=C1)C(F)(F)F)C)C1=CN=C2C(=N1)N=C(O2)N2CC=1C=NC(=CC1C2)O 2-[5-[2-Hydroxy-6-methyl-4-(trifluoromethyl)phenyl]oxazolo[4,5-b]pyrazin-2-yl]-1,3-dihydropyrrolo[3,4-c]pyridin-6-ol